1-(2-carboxyethyl)-4-(pyrimidin-2-yl)pyridazin-1-ium C(=O)(O)CC[N+]1=NC=C(C=C1)C1=NC=CC=N1